3,3'-((4-hydroxybutyl)azandiyl)dipropionate OCCCCN(CCC(=O)[O-])CCC(=O)[O-]